2-[2-(aminomethyl)-3,3-difluoro-allyl]-4-[[5-[2-[6-(dimethylamino)-3-pyridyl]ethynyl]-2-thienyl]methyl]-1,2,4-triazol-3-one NCC(CN1N=CN(C1=O)CC=1SC(=CC1)C#CC=1C=NC(=CC1)N(C)C)=C(F)F